benzyl 3-(4-chlorophenyl)-3-[[6-(trifluoromethoxy)-3-pyridyl]sulfonylamino]pyrrolidine-1-carboxylate ClC1=CC=C(C=C1)C1(CN(CC1)C(=O)OCC1=CC=CC=C1)NS(=O)(=O)C=1C=NC(=CC1)OC(F)(F)F